NC1=NN2C(C(=CC(=C2)OCC)C=2C=NC(=CC2)N2CC3N(C(C2)C3)CC3=NC=C(C=C3)Cl)=C1C#N 2-amino-4-(6-(6-((5-chloropyridin-2-yl)methyl)-3,6-diazabicyclo[3.1.1]heptan-3-yl)pyridin-3-yl)-6-ethoxypyrazolo[1,5-a]pyridine-3-carbonitrile